OCCNCCCC(=O)OCCCCCCCCCCC n-undecyl 4-((2-hydroxyethyl)amino)butyrate